dialanine C[C@@H](C(=O)N[C@@H](C)C(=O)O)N